NC=1C=C(C=C2C=C(N=CC12)NC(=O)C1CC1)C1=C2C(=CN=C1)NCC2 N-(8-amino-6-(2,3-dihydro-1H-pyrrolo[2,3-c]pyridin-4-yl)isoquinolin-3-yl)cyclopropanecarboxamide